racemic-2-aminobutanamide N[C@@H](C(=O)N)CC |r|